FC(COC=1C(=NC=CC1)OC=1C=CC=2N(C1)C(=C(N2)C(=O)NC2(CCC(CC2)(F)F)C)C)F 6-[[3-(2,2-difluoroethoxy)-2-pyridyl]oxy]-N-(4,4-difluoro-1-methyl-cyclohexyl)-3-methyl-imidazo[1,2-a]pyridine-2-carboxamide